ClC=1C(N(C(=CC1OC([2H])([2H])C1=NC=C(C=C1F)F)C)C1=CC(=NC=C1C)C(\C=C\N(C)C)=O)=O (P)-(E)-3-chloro-4-((3,5-difluoropyridin-2-yl)methoxy-d2)-2'-(3-(dimethylamino)acryloyl)-5',6-dimethyl-2H-[1,4'-bipyridin]-2-one